3-cyano-N-((1s,3s)-3-((5-(4-(methylsulfonyl)oxazol-2-yl)-1H-pyrrolo[2,3-b]pyridin-4-yl)amino)cyclobutyl)benzenesulfonamide C(#N)C=1C=C(C=CC1)S(=O)(=O)NC1CC(C1)NC1=C2C(=NC=C1C=1OC=C(N1)S(=O)(=O)C)NC=C2